(4,4-difluoro-1-iodooct-3-yloxy)-trimethylsilane FC(C(CCI)O[Si](C)(C)C)(CCCC)F